2-amino-6-butylnicotinic acid NC1=C(C(=O)O)C=CC(=N1)CCCC